C(C)OC(C(C(F)(F)F)OC1=CC=C(C2=C1N=C(O2)N2CC1N(C(C2)C1)C(=O)OC(C)(C)C)C=1SC=CN1)=O tert-Butyl 3-(4-((3-ethoxy-1,1,1-trifluoro-3-oxopropan-2-yl)oxy)-7-(thiazol-2-yl)benzo[d]oxazol-2-yl)-3,6-diazabicyclo[3.1.1]heptane-6-carboxylate